N=1C=NN2C1C=C(C=C2)OC2=C(C=C(C=C2)NC2=NC=NC1=CC=C3C(=C21)OC[C@H]2N(CCN3C2)C(C=C)=O)C 1-((3S)-13-((4-([1,2,4]triazolo[1,5-a]pyridin-7-yloxy)-3-methylphenyl)amino)-2,3,5,6-tetrahydro-4H-3,7-methano[1,4,7]oxadiazonino[2,3-f]quinazolin-4-yl)prop-2-en-1-one